4-methyl-1-(trifluoromethanesulfonyl)-1H-benzotriazole CC1=CC=CC=2N(N=NC21)S(=O)(=O)C(F)(F)F